N1=C(C=CC=C1)[C@@H](C)NC(=O)[C@@H]1CN(CC[C@H]1NC(=O)C1=NOC(=C1)C1=C(C=C(C=C1)F)F)C1CCCC1 (3R,4R)-1-Cyclopentyl-4-{[5-(2,4-difluoro-phenyl)-isoxazole-3-carbonyl]-amino}-piperidine-3-carboxylic acid ((1R)-1-pyridin-2-yl-ethyl)-amide